N1=CC=C2N1CCCN2C=2C=NC=1CCN(CC1C2)C2=NC=NC1=CC(=C(C=C21)F)F 4-[3-(6,7-dihydro-5H-pyrazolo[1,5-a]pyrimidin-4-yl)-7,8-dihydro-5H-1,6-naphthyridin-6-yl]-6,7-difluoro-quinazoline